methyl 2-amino-6-methoxyisonicotinate NC=1C=C(C(=O)OC)C=C(N1)OC